N-[(1S)-1-[[6-chloro-5-[3,5-dimethyl-1-(2-trimethylsilylethoxymethyl)pyrazol-4-yl]-2-pyridyl]carbamoyl]-2,2-dicyclopropyl-ethyl]-2-methyl-pyrazole-3-carboxamide ClC1=C(C=CC(=N1)NC(=O)[C@H](C(C1CC1)C1CC1)NC(=O)C=1N(N=CC1)C)C=1C(=NN(C1C)COCC[Si](C)(C)C)C